3-Hydroxyisobutyrate OCC(C(=O)[O-])C